tert-butyl (8-(5-(2,3-dichlorophenyl)-3-(methoxy(methyl)carbamoyl)-6-methylpyrazin-2-yl)-8-azaspiro[4.5]decan-1-yl)carbamate ClC1=C(C=CC=C1Cl)C=1N=C(C(=NC1C)N1CCC2(CCCC2NC(OC(C)(C)C)=O)CC1)C(N(C)OC)=O